butyl 4-(2-(1-methyl-2,6-dioxopiperidin-3-yl)-1,3-dioxoisoindolin-4-yl)piperazine-1-carboxylate CN1C(C(CCC1=O)N1C(C2=CC=CC(=C2C1=O)N1CCN(CC1)C(=O)OCCCC)=O)=O